(1S,2S)-2-(6-ethoxy-5-fluoropyridin-2-yl)-1-(2-methoxy-5-methylphenyl)-N-(2-methylquinoline-5-sulfonyl)cyclopropane-1-carboxamide C(C)OC1=C(C=CC(=N1)[C@@H]1[C@](C1)(C(=O)NS(=O)(=O)C=1C=2C=CC(=NC2C=CC1)C)C1=C(C=CC(=C1)C)OC)F